cyanovinylphosphonic acid C(#N)C=CP(O)(O)=O